C(C)(=O)OCCC(C\C=C\C(=C)C)C (e)-3,7-dimethylocta-5,7-dien-1-yl acetate